(1S,2S,3R,4S)-6,6-difluoro-3-((2-(5-fluoro-1-p-toluenesulfonyl-1H-pyrrolo[2,3-b]pyridin-3-yl)pyrrolo[2,1-f][1,2,4]triazin-4-yl)amino)bicyclo[2.2.2]octane-2-carboxylic acid ethyl ester C(C)OC(=O)[C@H]1[C@H]2C(C[C@@H]([C@H]1NC1=NC(=NN3C1=CC=C3)C3=CN(C1=NC=C(C=C13)F)S(=O)(=O)C1=CC=C(C)C=C1)CC2)(F)F